3-Bromo-2,5-difluorotoluene BrC=1C(=C(C)C=C(C1)F)F